The molecule is a 1-hexadecanoyl-2-acyl-sn-glycero-3-phospho-1D-myo-inositol in which the 2-acyl group is specified as (5Z,8Z,11Z,14Z)-icosatetraenoyl (arachidonyl). It has a role as a mouse metabolite. It is a 1-hexadecanoyl-2-acyl-sn-glycero-3-phospho-1D-myo-inositol and a phosphatidylinositol(16:0/20:4). It is a conjugate acid of a 1-hexadecanoyl-2-(5Z,8Z,11Z,14Z-icosatetraenoyl)-sn-glycero-3-phospho-D-myo-inositol(1-). CCCCCCCCCCCCCCCC(=O)OC[C@H](COP(=O)(O)OC1[C@@H]([C@H](C([C@H]([C@H]1O)O)O)O)O)OC(=O)CCC/C=C\\C/C=C\\C/C=C\\C/C=C\\CCCCC